(2R,4R)-N2-(5-((-)-1-amino-1-(3-cyanophenyl)-3-cyclopropylpropyl)-2-fluorophenyl)-N1-(4-chlorophenyl)-4-methoxy-N1-methylpyrrolidine-1,2-dicarboxamide NC(CCC1CC1)(C1=CC(=CC=C1)C#N)C=1C=CC(=C(C1)NC(=O)[C@@H]1N(C[C@@H](C1)OC)C(=O)N(C)C1=CC=C(C=C1)Cl)F